3-[2-acetyl-3-[4-(4-methoxyphenyl)phenyl]-3,4-dihydropyrazol-5-yl]-6-chloro-4-phenyl-1H-quinolin-2-one C(C)(=O)N1N=C(CC1C1=CC=C(C=C1)C1=CC=C(C=C1)OC)C=1C(NC2=CC=C(C=C2C1C1=CC=CC=C1)Cl)=O